4-(2-fluoro-4-(5-(((1S,2S,3R,5R)-2-fluoro-8-azabicyclo[3.2.1]octan-3-yl)(methyl)amino)pyrazin-2-yl)-5-hydroxyphenyl)-1-(fluoromethyl)pyridin-2(1H)-one FC1=C(C=C(C(=C1)C1=NC=C(N=C1)N(C)[C@H]1[C@H]([C@@H]2CC[C@H](C1)N2)F)O)C2=CC(N(C=C2)CF)=O